C(CCCCCCCCCCC)SSCSC(C(=O)O)CC(=O)O 2-[[(dodecylthio)thiomethyl]thio]succinic acid